Br.BrC(C(=O)C1=C(C=C(C=C1)C1NCCC1)F)C 2-bromo-1-(2-fluoro-4-(pyrrolidin-2-yl)phenyl)propan-1-one hydrobromide